9-(1-(2,6-Dioxopiperidin-3-yl)-3-methyl-2-oxo-2,3-dihydro-1H-benzo[d]imidazol-5-yl)-3,9-diazaspiro[5.5]undecane-3-carboxylic acid tert-butyl ester C(C)(C)(C)OC(=O)N1CCC2(CC1)CCN(CC2)C2=CC1=C(N(C(N1C)=O)C1C(NC(CC1)=O)=O)C=C2